ClC1=C(C=CC=C1)S(=O)(=O)NC1=NC(=C(C=C1F)C=1C=C2C=NC(=NC2=CC1)F)OC 2-chloro-N-(3-fluoro-5-(2-fluoroquinazolin-6-yl)-6-methoxypyridin-2-yl)benzenesulfonamide